5'-(4-fluorophenyl)-N-(4-((1R,5S)-8-methyl-3,8-diazabicyclo[3.2.1]octan-3-yl)phenyl)-3'-(2,2,2-trifluoroethyl)-1H,3'H-[2,4'-biimidazole]-4-carboxamide FC1=CC=C(C=C1)C1=C(N(C=N1)CC(F)(F)F)C=1NC=C(N1)C(=O)NC1=CC=C(C=C1)N1C[C@H]2CC[C@@H](C1)N2C